N-((3S,10R,13S)-17-(1H-benzo[d]imidazol-1-yl)-10,13-dimethyl-2,3,4,7,8,9,10,11,12,13,14,15-dodecahydro-1H-cyclopenta[a]phenanthren-3-yl)isonicotinamide N1(C=NC2=C1C=CC=C2)C2=CCC1C3CC=C4C[C@H](CC[C@@]4(C3CC[C@]21C)C)NC(C2=CC=NC=C2)=O